N1=C(C=CC=C1)O[C@@H]1CC[C@H](CC1)C1=NN=C2N1C1=C(CC(C2)NC(OC(C)(C)C)=O)C=CC=C1 tert-butyl {1-[trans-4-(pyridin-2-yloxy)cyclohexyl]-5,6-dihydro-4H-[1,2,4]triazolo[4,3-a]benzazepin-5-yl}carbamate